C12(CC(C1)(C2)N2CC=C(C1=CC(=C(C=C21)OC)OC)OC2=CC=C(C=C2)NC(=O)C2(CC2)C(=O)N)N(C(=O)C2(CC2)C(=O)N)C2=CC=C(C=C2)OC2=CC=NC1=CC(=C(C=C21)OC)OC N,N'-(bicyclo[1.1.1]pentane-1,3-diyl)bis(N-(4-((6,7-dimethoxyquinolin-4-yl)oxy)phenyl)cyclopropane-1,1-dicarboxamide)